CC(C(=O)OC(COC(NCCCCCCNC(OCC(C)(C)OC(C(=C)C)=O)=O)=O)C)=C trimethyl-4,13-dioxo-3,14-dioxa-5,12-diazahexadecane-1,16-diyl bis(2-methylacrylate)